methyl 4-(benzyloxy)-5,6-difluoro-2-naphthalenecarboxylate C(C1=CC=CC=C1)OC1=CC(=CC2=CC=C(C(=C12)F)F)C(=O)OC